1,1-dioxo-2,6-di(2-thienyl)-4-(dicyanomethylidene)thiopyran O=S1(C(=CC(C=C1C=1SC=CC1)=C(C#N)C#N)C=1SC=CC1)=O